C(C)C=C(C(=O)O)C.C(C)C=C(C(=O)O)C.C(C)C=C(C(=O)O)C.C(C(=C)C)(=O)OC(CC)C 3-butyl methacrylate (3-ethyl)methacrylate (3-ethyl)methacrylate (3-ethyl)methacrylate